(1r,5s,6s)-bicyclo[3.1.0]Hexane-2-en-6-yl-methanol [C@H]12C=CC[C@@H]2[C@@H]1CO